NC1=C(C=C(C(=O)OC)C=C1N[C@@H]1COCC1(C)C)Cl Methyl 4-amino-3-chloro-5-[[(3S)-4,4-dimethyltetrahydrofuran-3-yl]amino]benzoate